((3-amino-2-chlorophenyl)thio)propanoic acid 2-ethylhexyl ester C(C)C(COC(C(C)SC1=C(C(=CC=C1)N)Cl)=O)CCCC